N-(5-((4-(4-((bis(methyl-d2)amino)methyl)-3-phenyl-1H-pyrazol-1-yl)pyrimidin-2-yl)amino)-4-methoxy-2-morpholinophenyl)acrylamide C([2H])([2H])N(C([2H])[2H])CC=1C(=NN(C1)C1=NC(=NC=C1)NC=1C(=CC(=C(C1)NC(C=C)=O)N1CCOCC1)OC)C1=CC=CC=C1